C(C)(C)(C)OC(N[C@H](C(=O)NC=1C=NC(=CC1)N1C(C2=CC=C(C=C2C=N1)C1=C(C(=CC=C1)OC)C)=O)C(C)C)=O (S)-(1-((6-(6-(3-methoxy-2-methylphenyl)-1-oxophthalazin-2(1H)-yl)pyridin-3-yl)amino)-3-methyl-1-oxobutan-2-yl)carbamic acid tert-butyl ester